C1(=CC=CC=C1)C(=O)C(C1=CC=CC=C1)O α-hydroxybenzyl phenyl ketone